C(CCC)OCCOCCOCCO triethylene glycol butyl ether